S(N)(OC[C@H]1[C@H](C[C@@H](C1)N1C=CC2=C1N=CN=C2N[C@H]2CCC1=CC=CC=C21)O)(=O)=O ((1S,2S,4R)-4-(4-((1S)-2,3-Dihydro-1H-inden-1-ylamino)-7H-pyrrolo(2,3-d)pyrimidin-7-yl)-2-hydroxycyclopentyl)methyl sulphamate